NCCC1=CN=C2N1C=C(C=C2)C2=C(OCCC=1C(=NN(C1C)C)C(=O)N(C)C)C=C(C=C2)Cl 4-(2-{2-[3-(2-aminoethyl)imidazo[1,2-a]pyridin-6-yl]-5-chlorophenoxy}ethyl)-N,N,1,5-tetramethyl-1H-pyrazole-3-carboxamide